ClC1=C(C=C2C(=C(N(C2=C1F)C)C=1NC(=NN1)[C@@H](COC)O)N1C=NC=C1)OC (S)-1-(5-(6-chloro-7-fluoro-3-(1H-imidazol-1-yl)-5-methoxy-1-methyl-1H-indol-2-yl)-4H-1,2,4-triazol-3-yl)-2-methoxyethanol